NC1=CC2=C(N(C(C(O2)C)=O)CC2=CC(=CC=C2)Cl)C=C1 7-amino-4-[(3-chlorophenyl)methyl]-2-methyl-2H-1,4-benzoxazin-3-one